4-(6-chloro-4-(6,6-difluoro-1,4-thiazepan-4-yl)-8-fluoro-2-(((S)-1-methylpyrrolidin-2-yl)methoxy)quinazolin-7-yl)benzo[d]thiazol-2-amine ClC=1C=C2C(=NC(=NC2=C(C1C1=CC=CC2=C1N=C(S2)N)F)OC[C@H]2N(CCC2)C)N2CCSCC(C2)(F)F